N1C=CN=CC=C1 1,4-diazepine